N-(3-(6-(6-(morpholin-4-carbonyl)pyridin-3-yl)quinazolin-8-yl)phenyl)acrylamide N1(CCOCC1)C(=O)C1=CC=C(C=N1)C=1C=C2C=NC=NC2=C(C1)C=1C=C(C=CC1)NC(C=C)=O